3,3'-(thien-2-ylmethylene)bis(1H-indole) S1C(=CC=C1)C(C1=CNC2=CC=CC=C12)C1=CNC2=CC=CC=C12